O1[C@@H](COCC1)COC=1N2CCC3=C(C2=C(C(C1)=O)C)C=CC(=C3)N3CCNCC3 4-[[(2S)-1,4-dioxan-2-yl]methoxy]-1-methyl-9-piperazin-1-yl-6,7-dihydrobenzo[a]quinolizin-2-one